4-Difluoromethyl-4-hydroxy-piperidine-1-carboxylic acid [7-methoxy-4-(1-methyl-1H-pyrazol-4-yl)-1H-benzoimidazol-2-yl]-amide COC1=CC=C(C2=C1NC(=N2)NC(=O)N2CCC(CC2)(O)C(F)F)C=2C=NN(C2)C